cyano-4-fluoro-N-((1,2,3,5,6,7-hexahydro-s-indacen-4-yl)carbamoyl)-3-(2-hydroxypropan-2-yl)benzenesulfonimidamide C(#N)C1=C(C=CC(=C1C(C)(C)O)F)S(=O)(NC(NC1=C2CCCC2=CC=2CCCC12)=O)=N